CN(C)CC1(COC1)C=1SC2=C(N1)C=C(C=C2)[C@@H]2N(C[C@H](CC2)C)C(C(=O)NC=2C=NC(=C(C(=O)N)C2)OC)=O 5-(2-((2R,5S)-2-(2-(3-((Dimethylamino)methyl)Oxetan-3-yl)benzo[d]thiazol-5-yl)-5-methylpiperidin-1-yl)-2-oxoacetamido)-2-methoxynicotinamide